FC1(CCC(CC1)(O)C=1N=NN(C1)[C@H](C(=O)N1[C@@H](C[C@H](C1)O)C(=O)NC)C(C)(C)C)F (2S,4R)-1-[(2S)-2-[4-(4,4-difluoro-1-hydroxy-cyclohexyl)triazol-1-yl]-3,3-dimethyl-butanoyl]-4-hydroxy-N-methyl-pyrrolidine-2-carboxamide